2-(8-fluoro-3-quinolyl)-4-isobutyl-6-isopropyl-4,6-dimethyl-5H-1,3-oxazine FC=1C=CC=C2C=C(C=NC12)C=1OC(CC(N1)(C)CC(C)C)(C)C(C)C